4-(2-(4,4-difluorocyclohexyloxy)-5-nitrophenyl)-6-methyl-1H-pyrrolo[2,3-c]pyridin FC1(CCC(CC1)OC1=C(C=C(C=C1)[N+](=O)[O-])C=1C=2C(=CN(C1)C)NCC2)F